FC1=C(C=C(C=C1)N(C(OC1=C(C=C(C=C1C(F)(F)F)C(F)(F)F)N1C(NCC1)=O)=O)C)C 2-(2-oxoimidazolidin-1-yl)-4,6-bis(trifluoromethyl)phenyl N-(4-fluoro-3-methylphenyl)-N-methylcarbamate